C(C1=CC=CC=C1)N1N=CC(=C1)C=1C(=CC(N(C1)C)=O)C=1C=NNC1 5-(1-benzyl-1H-pyrazol-4-yl)-1-methyl-4-(1H-pyrazol-4-yl)pyridin-2(1H)-one